(2S,3S,4S,5R,6S)-6-(((4aR,10aR)-7-hydroxy-1-propyl-1,2,3,4,4a,5,10,10a-octahydrobenzo[g]quinolin-6-yl)oxy)-3,4,5-tris(pivaloyloxy)tetrahydro-2H-pyran-2-carboxylic acid OC=1C=CC2=C(C[C@H]3CCCN([C@@H]3C2)CCC)C1O[C@H]1[C@@H]([C@H]([C@@H]([C@H](O1)C(=O)O)OC(C(C)(C)C)=O)OC(C(C)(C)C)=O)OC(C(C)(C)C)=O